7-(2-(2-chlorophenyl)acetamido)quinoline-5-sulfonyl chloride ClC1=C(C=CC=C1)CC(=O)NC=1C=C(C=2C=CC=NC2C1)S(=O)(=O)Cl